ClC1=C(C=C(C=C1)C1=CC=C(C=C1)C=1N=NNC1C(=O)O)C 4-(4'-chloro-3'-methyl-[1,1'-biphenyl]-4-yl)-1H-1,2,3-triazole-5-carboxylic acid